1-[4-(4-Chloro-2-fluorophenyl)piperidin-1-yl]-2-{3-[(2R,6S)-2,6-dimethylmorpholin-4-carbonyl]-5,6-dihydrocyclopenta[c]pyrazol-1(4H)-yl}ethan-1-on ClC1=CC(=C(C=C1)C1CCN(CC1)C(CN1N=C(C2=C1CCC2)C(=O)N2C[C@H](O[C@H](C2)C)C)=O)F